3-(5-((2-(4-(6-(6-((R)-2-(3-fluorophenyl)pyrrolidin-1-yl)imidazo[1,2-b]pyridazin-3-yl)pyridin-2-yl)piperazin-1-yl)ethyl)amino)-1H-benzo[d]imidazol-1-yl)piperidine-2,6-dione FC=1C=C(C=CC1)[C@@H]1N(CCC1)C=1C=CC=2N(N1)C(=CN2)C2=CC=CC(=N2)N2CCN(CC2)CCNC2=CC1=C(N(C=N1)C1C(NC(CC1)=O)=O)C=C2